benzyl-(phenyl)sulfane tert-butyl-(4-(6-bromopyrrolo[2,1-f][1,2,4]triazin-4-yl)-2-methylbenzyl)carbamate C(C)(C)(C)N(C(O)=O)CC1=C(C=C(C=C1)C1=NC=NN2C1=CC(=C2)Br)C.C(C2=CC=CC=C2)SC2=CC=CC=C2